CC(C)(C(C)C)N1CC(CC1)N (2,3-dimethylbutan-2-yl)pyrrolidin-3-amine